methyl (S)-4-(4-methyltetrahydro-2H-pyran-4-carbonyl)-3-phenyl-2,3,4,5-tetrahydrobenzo[f][1,4]oxazepine-8-carboxylate CC1(CCOCC1)C(=O)N1[C@H](COC2=C(C1)C=CC(=C2)C(=O)OC)C2=CC=CC=C2